4-bromo-3-(p-tolyl)isoquinolin-1(2H)-one BrC1=C(NC(C2=CC=CC=C12)=O)C1=CC=C(C=C1)C